[[2-[(4,4-difluorocyclohexyl)amino]-1-(5-fluoro-3-pyridyl)-2-oxo-ethyl]-[4-(pentafluoro-λ6-sulfanyl)phenyl]carbamoyl]-2-azabicyclo[3.1.0]hexane-2-carboxylate FC1(CCC(CC1)NC(C(C=1C=NC=C(C1)F)N(C(=O)OC(=O)N1C2CC2CC1)C1=CC=C(C=C1)S(F)(F)(F)(F)F)=O)F